1-(2-Aminopyridin-4-yl)-6-chloro-7-[(1R,3R,5R)-3-{[(3-fluoro-6-methoxy-pyridin-2-yl)oxy]methyl}-2-azabicyclo[3.1.0]hexan-2-yl]-4-oxoquinoline-3-carboxylic acid NC1=NC=CC(=C1)N1C=C(C(C2=CC(=C(C=C12)N1[C@@H]2C[C@@H]2C[C@@H]1COC1=NC(=CC=C1F)OC)Cl)=O)C(=O)O